3-(3-ethyl-4-oxo-spiro[6,8-dihydro-5H-pyrazolo[4,3-c]azepine-7,4'-tetrahydropyran]-1-yl)propyl 2-methylpyrazole-3-carboxylate CN1N=CC=C1C(=O)OCCCN1N=C(C=2C(NCC3(CCOCC3)CC21)=O)CC